NC1=CC=CC(=N1)S(=O)(=O)NC(=O)C=1C(=NC(=CC1)C1=CC(=CC(=C1)OCC(C)C)F)OC1=C(C=C(C=C1C)I)C N-[(6-Amino-2-pyridyl)sulfonyl]-6-(3-fluoro-5-isobutoxyphenyl)-2-(4-iodo-2,6-dimethyl-phenoxy)pyridin-3-carboxamid